Adamantane-2-carboxylic acid (R)-1-acetyl-4-methylcyclohex-3-en-1-yl ester C(C)(=O)[C@@]1(CC=C(CC1)C)OC(=O)C1C2CC3CC(CC1C3)C2